C(C)(C)S(=O)(=O)CC1=CC=C(C=C1)NC1=NC2=CC(=CC=C2C=N1)C1=C(C2=C(OCCN2)N=C1)C N-(4-((isopropylsulfonyl)methyl)phenyl)-7-(8-methyl-2,3-dihydro-1H-pyrido[2,3-b][1,4]oxazin-7-yl)quinazolin-2-amine